4-[3-(dibenzothiophen-4-yl)phenyl]-[1]benzofuro[3,2-d]pyrimidine C1=CC=C(C=2SC3=C(C21)C=CC=C3)C=3C=C(C=CC3)C=3C2=C(N=CN3)C3=C(O2)C=CC=C3